C(C)N(S(=O)(=O)NC=1C(=C(C(=O)C2=CNC3=NC=C(C=C32)C3=CC(=C(C=C3)C3CCN(CC3)C(=O)OC(C)(C)C)F)C(=CC1)F)F)C tert-butyl 4-[4-[3-[3-[[ethyl(methyl)sulfamoyl]amino]-2,6-difluoro-benzoyl]-1H-pyrrolo[2,3-b]pyridin-5-yl]-2-fluoro-phenyl]piperidine-1-carboxylate